3-[3-fluoro-4-(4-hydroxy-1-piperidyl)anilino]piperidine-2,6-dione hydrochloride Cl.FC=1C=C(NC2C(NC(CC2)=O)=O)C=CC1N1CCC(CC1)O